2-methoxy-4-(1-propen-1-yl)phenol COC1=C(C=CC(=C1)C=CC)O